NCCC(=O)NCCC1=CN=CN1 3-amino-N-[2-(1H-imidazol-5-yl)ethyl]propionamide